C(C)(=O)C(CN)N 1-acetyl-ethylenediamine